P(=O)(OOC(CCCCCCCCCCCCCCCCC)CC)([O-])[O-] ethyloctadecyloxy phosphate